NC=1N=C(C2=C(N1)C=CN(C2=O)CC2=NC=C(N=C2)CN2CCCC2)NCCCC 2-amino-4-(butylamino)-6-((5-(pyrrolidin-1-ylmethyl)pyrazin-2-yl)methyl)pyrido[4,3-d]pyrimidin-5(6H)-one